COC=1C=C2C(=NC=NC2=CC1OC)NC1=CC=C(OCP(OCC)(OCC)=O)C=C1 diethyl (4-(6,7-dimethoxyquinazolin-4-ylamino)phenoxy)methylphosphonate